C(C)(C)(C)OCC=1C=C(C=2N(C(C(=CN2)C2=CC(=CC=C2)C2(CC(C2)C)C2=NN=CN2C)=O)C1)C(F)(F)F cis-7-(tert-butoxymethyl)-3-(3-(3-methyl-1-(4-methyl-4H-1,2,4-triazol-3-yl)cyclobutyl)phenyl)-9-(trifluoromethyl)-4H-pyrido[1,2-a]pyrimidin-4-one